C([C@@H]([C@H](C(=O)C(=O)C(=O)O)O)O)O 2,3-Diketo-L-gulonic acid